FC(OC=1C=C(C=CC1)C1=NN(C=2C[C@@H](CCC12)C(=O)NCC=1C=NC=CC1)C(C)C)F (R)-3-(3-(difluoromethoxy)phenyl)-1-isopropyl-N-(pyridin-3-ylmethyl)-4,5,6,7-tetrahydro-1H-indazole-6-carboxamide